CC1(C(N(C(N1)=O)C=1C=NC(=CC1)OC1=CC=CC2=C1C1(CC1)CO2)=O)C 5,5-dimethyl-3-[6-(spiro[1-benzofuran-3,1'-cyclopropane]-4-yloxy)-3-pyridinyl]-2,4-imidazolidinedione